N,N'-di-[3-(p-t-butylbenzenesulfonyloxy)phenyl]urea C(C)(C)(C)C1=CC=C(C=C1)S(=O)(=O)OC=1C=C(C=CC1)NC(=O)NC1=CC(=CC=C1)OS(=O)(=O)C1=CC=C(C=C1)C(C)(C)C